3-chloro-2-fluoro-6-((4-fluoro-2-methylphenyl)-amino)-N-(2-methoxypyridin-4-yl)benzamide ClC=1C(=C(C(=O)NC2=CC(=NC=C2)OC)C(=CC1)NC1=C(C=C(C=C1)F)C)F